C(CCCCCCC\C=C/CCCCCCCC)(=O)NCCS(=O)(=O)O Oleoyltaurin